NC1=NC=NC=2C=3C(CC(C12)(C)C)=C(C(=CC3)O[C@@H]3CC[C@H](CC3)N)S(=O)(=O)NCC#N 4-amino-8-(trans-4-aminocyclohexyloxy)-N-(cyanomethyl)-5,5-dimethyl-6H-benzo[H]quinazoline-7-sulfonamide